4-aminoImidazol methyl-4-amino-1-(4-(((2-methacrylamidoethoxy)carbonylamino)methyl)benzyl)-1H-imidazo[4,5-c]quinoline-2-carboxylate CC1=CC=CC=2C3=C(C(=NC12)N)N=C(N3CC3=CC=C(C=C3)CNC(=O)OCCNC(C(=C)C)=O)C(=O)O.NC=3N=CNC3